ClC1=C2C(=NN(C2=CC=C1)S(=O)(=O)C1=CC=C(C=C1)C)N1C2C(CC1CC2)F 4-chloro-3-(2-fluoro-7-azabicyclo[2.2.1]heptan-7-yl)-1-(p-tolylsulfonyl)indazole